C(#N)C1=CC(=C(COC2=CC=CC(=N2)C2CCN(CC2)[C@H](C)C2=NC3=C(N2C[C@H]2OCC2)C=C(C=C3)C(=O)O)C=C1)F 2-((R)-1-(4-(6-((4-Cyano-2-fluorobenzyl)oxy)pyridin-2-yl)piperidin-1-yl)ethyl)-1-(((S)-oxaCyclobutan-2-yl)methyl)-1H-benzo[d]imidazole-6-carboxylic acid